N-[2-(3,3-difluoropyrrolidin-1-yl)-4-(2-tri-methylsilylethynyl)-3-pyridyl]-2-isopropyl-pyrimidine-5-carboxamide FC1(CN(CC1)C1=NC=CC(=C1NC(=O)C=1C=NC(=NC1)C(C)C)C#C[Si](C)(C)C)F